OC1[C@@H](O)[C@H](O)[C@H](O)[C@@H](O1)CO L-Galactopyranose